(S)-2-(5-bromo-2-(tetrahydro-2H-pyran-4-yl)phenyl)-1-methylpyrrolidine BrC=1C=CC(=C(C1)[C@H]1N(CCC1)C)C1CCOCC1